C1(CCCCC1)C1=NC(N(C(=N1)Cl)N)Cl 4-cyclohexyl-amino-2,6-dichloro-1,3,5-triazine